(R)-2-oxo-4-propylpyrrolidine-3-carboxylate O=C1NCC([C@H]1C(=O)[O-])CCC